3-[[(5-nitro-2-furyl)methylene]amino]-2-oxazolidinone [N+](=O)([O-])C1=CC=C(O1)C=NN1C(OCC1)=O